C(CCCCCCC\C=C/CCCCCCCC)(=O)OCC(COC(CCCCCCCCCCCCCCC)=O)OC(NC1CN(C1)CCCF)=O 2-(((1-(3-fluoropropyl)azetidin-3-yl)carbamoyl)oxy)-3-(palmitoyloxy)propyl oleate